N-((3R,4S)-1-(Cyclopropylsulfonyl)-3-fluoropiperidin-4-yl)-4-(1-(2-methyl-4-((methylamino)methyl)phenyl)-1H-pyrazol-4-yl)-5-(trifluoromethyl)pyrimidin-2-amine C1(CC1)S(=O)(=O)N1C[C@H]([C@H](CC1)NC1=NC=C(C(=N1)C=1C=NN(C1)C1=C(C=C(C=C1)CNC)C)C(F)(F)F)F